3,4-dichloro-N-(6-methoxy-7-(2,3,4-trimethoxy-6-methylbenzoyl)benzo[d]thiazol-2-yl)benzamide ClC=1C=C(C(=O)NC=2SC3=C(N2)C=CC(=C3C(C3=C(C(=C(C=C3C)OC)OC)OC)=O)OC)C=CC1Cl